(S)-3-(4-(2-cyclopentyl-2-(3-ethylisoxazole-4-carboxamido)acetamido)phenyl)-2-methyl-4-(trifluoromethyl)pyridine 1-oxide C1(CCCC1)[C@@H](C(=O)NC1=CC=C(C=C1)C=1C(=[N+](C=CC1C(F)(F)F)[O-])C)NC(=O)C=1C(=NOC1)CC